[Na+].O1[C@@H](C1)C(=O)[O-] (2S)-oxirane-2-carboxylic acid, sodium salt